NC=1C(=NC=C(C1)S(=O)(=O)N1CCC(CC1)C(F)(F)F)C(=O)NCC(C(F)(F)F)O 3-amino-N-(3,3,3-trifluoro-2-hydroxypropyl)-5-{[4-(trifluoromethyl)piperidin-1-yl]sulfonyl}pyridine-2-carboxamide